C(C=C)C1=CCC2(OCCO2)CC1 8-allyl-1,4-dioxaspiro[4.5]dec-7-ene